trans-2,2,4,4-tetramethyl-1,3-cyclobutanediol CC1([C@H](C([C@@H]1O)(C)C)O)C